N-(6-((5,6-dihydropyrrolo[3,4-c]pyrazol-1(4H)-yl)methyl)-4-methoxybenzo[d]isoxazol-3-yl)-5-ethyl-2-methoxybenzenesulfonamide hydrochloride Cl.N1(N=CC2=C1CNC2)CC2=CC1=C(C(=NO1)NS(=O)(=O)C1=C(C=CC(=C1)CC)OC)C(=C2)OC